4-chloro-1-oxo-1,3-dihydrospiro[indene-2,4'-piperidine]-1'-carboxylic acid tert-butyl ester C(C)(C)(C)OC(=O)N1CCC2(CC1)C(C1=CC=CC(=C1C2)Cl)=O